3-(2-methoxy-1-naphthyl)propylene COC1=C(C2=CC=CC=C2C=C1)CC=C